C(C)(C)(C)C1(C=C(C(N(C1C)C1=CC(=CC=C1)C(F)(F)F)=O)C(=O)NCC1=CC=C(C=C1)S(=O)(=O)C)C(=O)NC 5-(tert-butyl)-N5,6-dimethyl-N3-[4-(methylsulfonyl)benzyl]-2-oxo-1-[3-(trifluoromethyl)phenyl]-1,2-dihydropyridine-3,5-dicarboxamide